C1(=CC=CC=C1)C1=CC(=NN1CC(F)(F)F)C(=O)O 5-phenyl-1-(2,2,2-trifluoroethyl)-1H-pyrazole-3-carboxylic acid